[N+](=O)([O-])C1=C(C=CC=C1)S(=O)(=O)O[C@@H](C(=O)NC=1SC2=C(N1)C=C1C(=C2)OC(O1)(F)F)C (R)-1-((2,2-difluoro-[1,3]dioxolo[4',5':4,5]benzo[1,2-d]thiazol-6-yl)amino)-1-oxopropan-2-yl 2-nitrobenzenesulfonate